ClC1=NC=C(C(=N1)C1=C(N=C(S1)C(C)(C)F)C(F)(F)F)F 5-(2-chloro-5-fluoro-pyrimidin-4-yl)-2-(1-fluoro-1-methyl-ethyl)-4-(trifluoromethyl)thiazole